1-[4-(3-isopropylimidazo[1,2-a]pyridin-6-yl)phenyl]sulfonyl-N-[4-(trifluoromethoxy)phenyl]piperidin-4-amine C(C)(C)C1=CN=C2N1C=C(C=C2)C2=CC=C(C=C2)S(=O)(=O)N2CCC(CC2)NC2=CC=C(C=C2)OC(F)(F)F